2,4-dioxo-1-(2-(tetrahydro-2H-pyran-4-yl)ethyl)-1,3,8-triazaspiro[4.5]decane-8-carboxylic acid tert-butyl ester C(C)(C)(C)OC(=O)N1CCC2(C(NC(N2CCC2CCOCC2)=O)=O)CC1